1,3,5,7-tetrakis-[3,5-bis(3,4-dihydroxyphenyl)-phenyl]adamantane OC=1C=C(C=CC1O)C=1C=C(C=C(C1)C1=CC(=C(C=C1)O)O)C12CC3(CC(CC(C1)(C3)C3=CC(=CC(=C3)C3=CC(=C(C=C3)O)O)C3=CC(=C(C=C3)O)O)(C2)C2=CC(=CC(=C2)C2=CC(=C(C=C2)O)O)C2=CC(=C(C=C2)O)O)C2=CC(=CC(=C2)C2=CC(=C(C=C2)O)O)C2=CC(=C(C=C2)O)O